FC(C1=NN(C=C1N1CC=C(C=C1)C=1OC=C(N1)C(=O)N)C1CCC(CC1)CO)F 1-N-[3-(difluoromethyl)-1-[4-(hydroxymethyl)cyclohexyl]pyrazol-4-yl]-2-(4-pyridyl)oxazole-4-carboxamide